N-(2-((2-bromo-4-methylbenzo[d]thiazol-6-yl)oxy)ethyl)-4-fluorobenzenesulfonamide BrC=1SC2=C(N1)C(=CC(=C2)OCCNS(=O)(=O)C2=CC=C(C=C2)F)C